N1=NC=CC=C2C1=C1C(C=C2)=NC=C1 PYRROLOBENZODIAZEPIN